ClC(CCC(C)=O)O chloro-γ-acetyl-propanol